FC(C1=NN2C(C=C(C(=C2)NC2=NC=C3N(C(N(C3=N2)C2OCCC(C2)C#N)=O)C)C)=N1)F (2-((2-(difluoromethyl)-7-methyl-[1,2,4]triazolo[1,5-a]pyridin-6-yl)amino)-7-methyl-8-oxo-7,8-dihydro-9H-purin-9-yl)tetrahydro-2H-pyran-4-carbonitrile